N-(3-(((2-((4-(((2-(2,6-dioxopiperidin-3-yl)-6-fluoro-1-oxoisoindolin-5-yl)methyl)amino)phenyl)amino)-5-(trifluoromethyl)pyrimidin-4-yl)amino)methyl)phenyl)-N-methylmethanesulfonamide O=C1NC(CCC1N1C(C2=CC(=C(C=C2C1)CNC1=CC=C(C=C1)NC1=NC=C(C(=N1)NCC=1C=C(C=CC1)N(S(=O)(=O)C)C)C(F)(F)F)F)=O)=O